(S)-5-((((6-(2-chloro-3-(3-chloro-2-(4-(4,5-dihydro-1H-imidazol-2-yl)-3-methoxyphenyl)pyridin-4-yl)phenyl)-2-methoxypyridin-3-yl)methyl)amino)methyl)pyrrolidin-2-one ClC1=C(C=CC=C1C1=C(C(=NC=C1)C1=CC(=C(C=C1)C=1NCCN1)OC)Cl)C1=CC=C(C(=N1)OC)CNC[C@@H]1CCC(N1)=O